2-(N-METHYL-N-PROPYLAMINO)ACETIC ACID CN(CCC)CC(=O)O